2-Ethyl-hexylsulfat C(C)C(COS(=O)(=O)[O-])CCCC